4-ethyl-5-ethoxycarbonyl-6-methyl-3,4-dihydropyrimidine-2(1H)-one C(C)C1NC(NC(=C1C(=O)OCC)C)=O